BrC1=CC(=C2C=C(N=CC2=C1)O)C 7-bromo-5-methylisoquinolin-3-ol